5-(2-methoxy-4-((3-(methylamino)azetidin-1-yl)methyl)benzyl)-N4-((5-methylisoxazol-3-yl)methyl)-5H-pyrrolo[3,2-d]pyrimidine-2,4-diamine COC1=C(CN2C=CC=3N=C(N=C(C32)NCC3=NOC(=C3)C)N)C=CC(=C1)CN1CC(C1)NC